FC(C)(C)C1=NC(=NC(=C1)C)NC1=CC(=NC=C1OCCOC)NC(C)=O N-(4-((4-(2-fluoroprop-2-yl)-6-methylpyrimidin-2-yl)amino)-5-(2-methoxyethoxy)pyridin-2-yl)acetamide